2-fluoro-1-(6-(3-(4-(trifluoromethyl)phenyl)-1H-pyrazolo[3,4-b]pyridin-1-yl)indolin-1-yl)prop-2-en-1-one FC(C(=O)N1CCC2=CC=C(C=C12)N1N=C(C=2C1=NC=CC2)C2=CC=C(C=C2)C(F)(F)F)=C